ethyl 6-(3-(4-chlorobenzyl)azetidin-1-yl)quinoline-4-carboxylate ClC1=CC=C(CC2CN(C2)C=2C=C3C(=CC=NC3=CC2)C(=O)OCC)C=C1